BrC1=CC=C(C=C1)[Si](C)(C)C1=CC=C(C=C1)Br di(p-bromophenyl)dimethylsilane